(S)-quinuclidin-3-yl (5-(3-ethoxy-5-(trifluoromethyl)phenyl)-2,2-dimethyl-2,3-dihydro-1H-inden-1-yl)carbamat C(C)OC=1C=C(C=C(C1)C(F)(F)F)C=1C=C2CC(C(C2=CC1)NC(O[C@@H]1CN2CCC1CC2)=O)(C)C